1-methylimidazol-2-carboxylic acid CN1C(=NC=C1)C(=O)O